(2-((2,5-dichloropyrimidin-4-yl)amino)phenyl)dimethyl-phosphine oxide ClC1=NC=C(C(=N1)NC1=C(C=CC=C1)P(C)(C)=O)Cl